CN(C)CC1CN(CCC1(O)C=1C=C(C(=O)N)C=CC1)CCCC1=CC=CC=C1 3-[3-dimethylaminomethyl-4-hydroxy-1-(3-phenyl-propyl)-piperidin-4-yl]Benzamide